(S)-4-(2-(2-(3-(2-hydroxypropylamino)-3-oxopropyl)-5-methyl-1,2,3,4-tetrahydroisoquinolin-7-yl)-5H-pyrrolo[2,3-b]pyrazin-7-yl)-N,N,2-trimethylbenzamide O[C@H](CNC(CCN1CC2=CC(=CC(=C2CC1)C)C=1N=C2C(=NC1)NC=C2C2=CC(=C(C(=O)N(C)C)C=C2)C)=O)C